COC(C=1C=2C(C(N(C1)C)=O)=CN(C2)C(=O)OC2=CC=C(C=C2)[N+](=O)[O-])C2=CC=CC=C2 4-nitrophenyl 7-(methoxy (phenyl) methyl)-5-methyl-4-oxo-4,5-dihydro-2H-pyrrolo[3,4-c]pyridine-2-carboxylate